ethyl 4-[[(3S)-1-tert-butoxycarbonylpyrrolidin-3-yl]amino]-2-chloropyrimidine-5-carboxylate C(C)(C)(C)OC(=O)N1C[C@H](CC1)NC1=NC(=NC=C1C(=O)OCC)Cl